(2S,4r)-1-[(2S)-2-(4-cyclopropyl-triazol-1-yl)-3,3-dimethyl-butyryl]-N-[1-(2,4-difluorophenyl)cyclobutyl]-4-hydroxy-pyrrolidine-2-carboxamide C1(CC1)C=1N=NN(C1)[C@H](C(=O)N1[C@@H](C[C@H](C1)O)C(=O)NC1(CCC1)C1=C(C=C(C=C1)F)F)C(C)(C)C